2-[4-[[(1R,2R)-2-hydroxycyclohexyl]amino]pyrido[3,4-d]pyridazin-1-yl]-5-(trifluoromethyl)phenol O[C@H]1[C@@H](CCCC1)NC=1N=NC(=C2C1C=NC=C2)C2=C(C=C(C=C2)C(F)(F)F)O